O=C1NCC2=C(C=CC=C12)C1=C(C(=NC=C1C=1N=CC2=C(C=CC=C2C1)N1N=C(C2=C1CN(C(C2)=O)C)CC)C(=O)N)CC2=CC=CC=C2 1-oxoisoindolin-4-yl-(benzyl)-5-(8-(3-ethyl-6-methyl-5-oxo-4,5,6,7-tetrahydro-1H-pyrazolo[3,4-c]pyridin-1-yl)isoquinolin-3-yl)picolinamide